FC1(CCN(CC1)C1=NC(=CC(=N1)C=1C=NN(C1)C1=C(C=C(C=C1)NS(=O)(=O)CC(=O)OC)N1CCC(CC1)C)C)F Methyl 2-(N-(4-(4-(2-(4,4-difluoropiperidin-1-yl)-6-methylpyrimidin-4-yl)-1H-pyrazol-1-yl)-3-(4-methylpiperidin-1-yl)phenyl)sulfamoyl)acetate